N[C@@H](CC1=CNC=N1)C(=O)O.[Tb] terbium histidine